NC1=NN2C(C(N1CC1=NC(=NO1)[C@@H]1CO[C@H](C1)C1=CC=C(C=C1)Cl)=O)=C(C=N2)C 2-amino-3-((3-((3R,5R)-5-(4-chlorophenyl)tetrahydrofuran-3-yl)-1,2,4-oxadiazol-5-yl)methyl)-5-methylpyrazolo[5,1-f][1,2,4]triazin-4(3H)-one